3-methoxy-5-(4-methylthiophen-2-yl)aniline COC=1C=C(N)C=C(C1)C=1SC=C(C1)C